C(C)[SiH](C1C(=C(C(=C1C)C)C)C)CC Diethyl-(2,3,4,5-tetramethyl-Cyclopentadienyl)Silane